C(#N)C1=C(C=CC(=N1)C1=C(C=C(C=C1)S(=O)(=O)NC1CCC(CC1)O)C)F 4-(6-cyano-5-fluoropyridin-2-yl)-N-((1s,4s)-4-hydroxycyclohexyl)-3-methylbenzenesulfonamide